ClC=1C2=C(N=C(N1)C)N(C(C(=C2)OC2COCC2)=O)C 4-chloro-2,8-dimethyl-6-((tetrahydrofuran-3-yl)oxy)pyrido[2,3-d]pyrimidin-7(8H)-one